N-(5-(2-(1-oxa-7-azaspiro[4.4]nonan-7-yl)acetamido)-2-methylpyridin-3-yl)-2-(1-methyl-1H-pyrazol-4-yl)pyrazolo[5,1-b]thiazole-7-carboxamide O1CCCC12CN(CC2)CC(=O)NC=2C=C(C(=NC2)C)NC(=O)C=2C=NN1C2SC(=C1)C=1C=NN(C1)C